ClC1=C(C=CC=C1C1=CC=C(C(=N1)OC)CN1CC(C1)(C(=O)O)C)C1=C(C(=CC=C1)NC1=NC=CC=2C1=NC=CN2)Cl 1-((6-(2,2'-dichloro-3'-(pyrido[3,4-b]pyrazin-5-ylamino)-[1,1'-biphenyl]-3-yl)-2-methoxypyridin-3-yl)methyl)-3-methylazetidine-3-carboxylic acid